NC1=NC=NN2C1=C(N=C2C2CCCCC2)C=2NC1=C(C=CC=C1C2)OC (1r,4r)-4-[4-amino-5-(7-methoxy-1H-indol-2-yl)imidazo[4,3-f][1,2,4]triazin-7-yl]cyclohexane